1-(4-(3-(3,5-dimethylisoxazol-4-yl)-5-methylphenoxy)-3,5-dimethylphenyl)-3-isopropylurea CC1=NOC(=C1C=1C=C(OC2=C(C=C(C=C2C)NC(=O)NC(C)C)C)C=C(C1)C)C